N1(CCC1)CC1=C(C(=CC=C1F)F)CN (2-(azetidin-1-ylmethyl)-3,6-difluorophenyl)methylamine